1-(4-(1-hydroxyethyl)phenyl)-3-methyl-8-(6-(1-methyl-1H-pyrazol-4-yl)pyridin-3-yl)-1,3-dihydro-2H-imidazo[4,5-c]quinolin-2-one OC(C)C1=CC=C(C=C1)N1C(N(C=2C=NC=3C=CC(=CC3C21)C=2C=NC(=CC2)C=2C=NN(C2)C)C)=O